NC=1SC2=C(N1)C=C(C=C2)[C@@H]2N(C[C@H](CC2)C)C(C(=O)NC=2C=NC(=C(C2)C)N)=O |r| Racemic-2-[(2R,5S)-2-(2-amino-1,3-benzothiazol-5-yl)-5-methyl-1-piperidyl]-N-(6-amino-5-methyl-3-pyridyl)-2-oxo-acetamide